N[C@@H](CCC(=O)O)C(=O)O.OCC(=O)O hydroxyacetic acid glutamate